1-methyl-4-phenoxy-5-(1-(1-phenylethyl)-1H-pyrazol-4-yl)pyridin-2(1H)-one CN1C(C=C(C(=C1)C=1C=NN(C1)C(C)C1=CC=CC=C1)OC1=CC=CC=C1)=O